FC1=C(C=C2CN(CC2=C1)S(=O)(=O)C)N 6-fluoro-2-(methylsulfonyl)isoindolin-5-amine